5-amino-N-{2-[3-amino-4-(propan-2-yloxy)pyrrolidin-1-yl]-5,6,7,8-tetrahydroquinolin-6-yl}-2,4-dimethylthieno[2,3-d]pyrimidine-6-carboxamide NC1=C(SC=2N=C(N=C(C21)C)C)C(=O)NC2CC=1C=CC(=NC1CC2)N2CC(C(C2)OC(C)C)N